P(=O)(O)(O)OC[C@@H]1[C@H]([C@H]([C@@](O1)(N1C=NC=2C(N)=NC=NC12)C1=CC=C(C=C1)[N+](=O)[O-])O)O.CC1=CC2=C(C3=CC=CC=C3C(=C2C=C1C)OCCC)OCCC 2,3-dimethyl-9,10-dipropyloxyanthracene p-nitrophenyl-adenosine-5'-monophosphate